4-chloro-3-(6-chloro-4-methyl-pyridin-3-yl)-N-(2-methoxy-6-methyl-phenyl)-N-methyl-benzamide ClC1=C(C=C(C(=O)N(C)C2=C(C=CC=C2C)OC)C=C1)C=1C=NC(=CC1C)Cl